3-(6-chloro-1H-benzo[d]imidazol-2-yl)-5-(3-fluoro-5-methylphenyl)-2-(piperazin-1-yl)pyridin ClC=1C=CC2=C(NC(=N2)C=2C(=NC=C(C2)C2=CC(=CC(=C2)C)F)N2CCNCC2)C1